C(C1=CC=CC=C1)(=O)OCCC(C(C(CCCCCCCCCCC)C(C)(C)C)O)C(C)(C)C 3,5-di-tert-butyl-4-hydroxy-hexadecyl benzoate